(2-ethylbenzofuro[3,2-d]pyrimidin-4-yl)-L-proline C(C)C=1N=C(C2=C(N1)C1=C(O2)C=CC=C1)N1[C@@H](CCC1)C(=O)O